6-(2-methoxyethoxy)pyridazin-4-amine COCCOC1=CC(=CN=N1)N